C(C)(C)(C)OC(=O)N1C(CNCC1)C1=NC=NC2=CC=C(C=C12)C=C 6-vinylquinazolin-4-yl-piperazine-1-carboxylic acid tert-butyl ester